7-bromo-5-hydroxy-2-[4-methoxy-2-(methoxymethyl)phenyl]-1-benzofuran-3-carboxylic acid ethyl ester C(C)OC(=O)C1=C(OC2=C1C=C(C=C2Br)O)C2=C(C=C(C=C2)OC)COC